CN1N=NC2=C1C=CC(=C2)C2=C(C=CC(=N2)C#N)C=2C=NN(C2)CC2(CCCC2)C 6-(1-methyl-1H-benzo[d][1,2,3]triazol-5-yl)-5-(1-((1-methylcyclopentyl)methyl)-1H-pyrazol-4-yl)picolinonitrile